N[C@H](C(=O)O[2H])CC1CCNCC1 (S)-2-amino-3-(piperidin-4-yl)propionic acid-d